C1(C2=C(C(NN1)=O)C=NC=C2)=O 2,3-dihydropyridino[3,4-d]pyridazine-1,4-dione